2,2-di(3-aminophenyl)propane NC=1C=C(C=CC1)C(C)(C)C1=CC(=CC=C1)N